BrC1=C(C=C2C(N(C=NC2=C1)CC(C[C@@H]1NCCC[C@H]1O)=O)=O)Cl trans-7-bromo-6-chloro-3-[3-(3-hydroxy-2-piperidinyl)-2-oxopropyl]-4(3H)-quinazolinone